C(CCCC)OC1CCC(CC1)CCC(=O)O 3-(4-(pentyloxy)cyclohexyl)propanoic acid